tert-butyl (S)-4-(7-(8-chloro-7-fluoronaphthalen-1-yl)-8-fluoro-2-methoxypyrido[4,3-d]pyrimidin-4-yl)-2-(cyanomethyl)piperazine-1-carboxylate ClC=1C(=CC=C2C=CC=C(C12)C1=C(C=2N=C(N=C(C2C=N1)N1C[C@@H](N(CC1)C(=O)OC(C)(C)C)CC#N)OC)F)F